8-fluoro-3-(4-hydroxyphenyl)-2-methyl-quinazolin-4(3H)-one FC=1C=CC=C2C(N(C(=NC12)C)C1=CC=C(C=C1)O)=O